C(C1=CC=CC=C1)OC(=O)N1CC(C1)CO[C@@H]1[C@H](CN(CC1)C(=O)OC(C)(C)C)F tert-butyl (3S,4S)-4-[(1-benzyloxycarbonyl azetidin-3-yl) methoxy]-3-fluoro-piperidine-1-carboxylate